3-cyclohexene-1,1-dicarboxylic acid ethyl ester C(C)OC(=O)C1(CC=CCC1)C(=O)O